5-(4-chlorophenyl)-3-iodo-benzoic acid ClC1=CC=C(C=C1)C=1C=C(C=C(C(=O)O)C1)I